dimethyl-tin dioleate C(CCCCCCC\C=C/CCCCCCCC)(=O)[O-].C(CCCCCCC\C=C/CCCCCCCC)(=O)[O-].C[Sn+2]C